C(C)(C)(C)C1=CC=C(C=C1)C1=C(C2=C(CCC1)C=C(C=C2)O)C2=CC=C(C=C2)N[C@@H]2CN(CC2)CCCF 6-(4-tert.-Butylphenyl)-5-[4-[[(3S)-1-(3-fluoropropyl)pyrrolidin-3-yl]amino]phenyl]-8,9-dihydro-7H-benzo[7]annulen-2-ol